3-(2-fluoro-4-phenoxyphenyl)-1-((trans)-4-(4-methylpiperazin-1-yl)cyclohexyl)-1H-pyrazolo[3,4-d]pyrimidin-4-amine FC1=C(C=CC(=C1)OC1=CC=CC=C1)C1=NN(C2=NC=NC(=C21)N)[C@@H]2CC[C@H](CC2)N2CCN(CC2)C